2,4-dinitro-2,4-diaza-pentane [N+](=O)([O-])N(C)CN(C)[N+](=O)[O-]